(2S)-2-{[5-(cyclopropylmethoxy)-2-methyl-2H-indazol-3-yl]formamido}-3-hydroxypropanamide C1(CC1)COC1=CC2=C(N(N=C2C=C1)C)C(=O)N[C@H](C(=O)N)CO